FC(C1=CC=C(C=N1)CN)(F)F (6-(trifluorometh-yl)pyridin-3-yl)methanamine